CC1N(C1)CCC(=O)OCC(COCCC(=O)OCC(CC)(COC(CCN1C(C1)C)=O)COC(CCN1C(C1)C)=O)(CC)COC(CCN1C(C1)C)=O 2,2-bis({[3-(2-methylaziridin-1-yl)propanoyl] oxy}methyl)butyl 3-[2,2-bis({[3-(2-methylaziridin-1-yl)propanoyl]oxy}methyl)butoxy]propanoate